The molecule is a doubly-charged nucleotide-sugar oxoanion arising from deprotonation of the diphosphate OH groups of dTDP-4-acetamido-4,6-dideoxy-D-glucose. It is a conjugate base of a dTDP-4-acetamido-4,6-dideoxy-D-glucose. C[C@@H]1[C@H]([C@@H]([C@H](C(O1)OP(=O)([O-])OP(=O)([O-])OC[C@@H]2[C@H](C[C@@H](O2)N3C=C(C(=O)NC3=O)C)O)O)O)NC(=O)C